4-bromo-6-fluoro-2-[(4-methoxyphenyl)methyl]-2,3-dihydro-1H-isoindol-1-one BrC1=C2CN(C(C2=CC(=C1)F)=O)CC1=CC=C(C=C1)OC